tert-butyl 5-{[2-(4-bromophenyl)imidazo[1,2-a]pyrimidin-3-yl]methyl}-2,5-diazabicyclo[2.2.2]octane-2-carboxylate BrC1=CC=C(C=C1)C=1N=C2N(C=CC=N2)C1CN1C2CN(C(C1)CC2)C(=O)OC(C)(C)C